NC1=C2C(=NC=N1)N(N=C2C2=CC=C(C=C2)OC2=CC=CC=C2)C2CCN(CC2)CCCCCCCCCSC2=C1C(N(C(C1=CC=C2)=O)C2C(NC(CC2)=O)=O)=O 4-((9-(4-(4-amino-3-(4-phenoxyphenyl)-1H-pyrazolo[3,4-d]pyrimidin-1-yl)piperidin-1-yl)nonyl)thio)-2-(2,6-dioxopiperidin-3-yl)isoindoline-1,3-dione